COC=1C=C(C=CC1)NC(=O)N(CC1=NC(=NO1)C=1C=NC=CC1)C 1-(3-methoxyphenyl)-3-methyl-3-{[3-(pyridin-3-yl)-1,2,4-oxadi-azol-5-yl]methyl}urea